(3-amino-4-(methylthio)phenyl)acetamide NC=1C=C(C=CC1SC)CC(=O)N